Cl.C1(CC1)C1=C(C=CC(=C1)F)C(C)(C)N 2-(2-cyclopropyl-4-fluorophenyl)propan-2-amine hydrochloride